OCCN(C(CCCCC(=O)N(CCO)CCO)=O)CCO N,N,N',N'-tetrakis-(2-hydroxyethyl)-adipamide